NCCCC[C@@H](C(N)N)/N=C/O (2S)-6-amino-2-[(E)-(hydroxymethylene)amino]hexanediamine